5-((1H-Pyrazol-1-yl)methyl)-N-((2,6-dimethoxy-4-(pyridin-3-ylethynyl)phenyl)sulfonyl)-6-methoxypicolinamide N1(N=CC=C1)CC=1C=CC(=NC1OC)C(=O)NS(=O)(=O)C1=C(C=C(C=C1OC)C#CC=1C=NC=CC1)OC